C1(=CC(=CC=C1)C12C3(C(C(C=C1)C2)C(NC3=O)=O)CCC=C)C32C1(C(C(C=C3)C2)C(NC1=O)=O)CCC=C m-phenylene-bis(allylmethylbicyclo[2.2.1]hept-5-ene-2,3-dicarboximide)